4-chloro-1-(2-chlorophenyl)-6-oxo-1,6-dihydropyridazine-3-carboxylic acid methyl ester COC(=O)C1=NN(C(C=C1Cl)=O)C1=C(C=CC=C1)Cl